2,4-dichloro-6-phenyl-pyrimidine ClC1=NC(=CC(=N1)Cl)C1=CC=CC=C1